1-Phenyl-2-butanon C1(=CC=CC=C1)CC(CC)=O